2-PHENYL-INDOLE C1(=CC=CC=C1)C=1NC2=CC=CC=C2C1